1-[3-acetyl-6-[5-fluoro-6-[(6-methylpyridazin-3-yl)amino]benzimidazol-1-yl]-2-pyridyl]-5-methyl-pyrazole-3-carbonitrile C(C)(=O)C=1C(=NC(=CC1)N1C=NC2=C1C=C(C(=C2)F)NC=2N=NC(=CC2)C)N2N=C(C=C2C)C#N